OC1CC(CNC1)CNS(=O)(=O)C N-((5-hydroxypiperidin-3-yl)methyl)methanesulfonamide